1,3-bis[2-(3,5-dimethyl-4-hydroxyphenyl)-2-propyl]benzene CC=1C=C(C=C(C1O)C)C(C)(C)C1=CC(=CC=C1)C(C)(C)C1=CC(=C(C(=C1)C)O)C